Octane-2,3,5,6-tetracarboxylic acid 2,3:5,6-dianhydride CC1C(CC2C(CC)C(=O)OC2=O)C(=O)OC1=O